1-Methyl-N-[4-[4-(1-methyl-4-piperidyl)phenoxy]-6-(o-tolyl)-5-(1,1,2,2,2-pentafluoroethyl)pyrimidin-2-yl]pyrazole-4-sulfonamide CN1N=CC(=C1)S(=O)(=O)NC1=NC(=C(C(=N1)OC1=CC=C(C=C1)C1CCN(CC1)C)C(C(F)(F)F)(F)F)C1=C(C=CC=C1)C